(1R,3S)-1-(5-chloro-2,4-difluorobenzyl)-3-(methylsulfonamido)cyclopentane-1-carboxamide ClC=1C(=CC(=C(C[C@]2(C[C@H](CC2)NS(=O)(=O)C)C(=O)N)C1)F)F